N1N=CC2=CC(=CC=C12)CC(C(=O)N1CCN(CC1)CC(CC)C)NC(=O)N1CCC(CC1)N1C(NC2=CC=CC=C2C1)=O 4-(2-Oxo-1,4-dihydro-2H-quinazolin-3-yl)-piperidine-1-carboxylic acid {1-(1H-indazol-5-ylmethyl)-2-[4-(2-methyl-butyl)-piperazin-1-yl]-2-oxo-ethyl}-amide